FC1=CC=CC(=C1)CI 2-fluoro-4-(iodomethyl)benzene